Methyl 3-(1H-pyrrolo[2,3-b]pyridin-5-yl)-4-(dimethylamino)benzoate N1C=CC=2C1=NC=C(C2)C=2C=C(C(=O)OC)C=CC2N(C)C